BrCCCCC(CCCCC)Br 1,5-dibromodecane